N-(3-(naphthalen-1-yl)phenyl)-7-phenylnaphthalen-2-amine C1(=CC=CC2=CC=CC=C12)C=1C=C(C=CC1)NC1=CC2=CC(=CC=C2C=C1)C1=CC=CC=C1